tetrakis(2,4-di-tert-butylphenyl)-1,1-biphenyl-4,4'-diylbisphosphonite C(C)(C)(C)C1=C(C=CC(=C1)C(C)(C)C)OP(OC1=C(C=C(C=C1)C(C)(C)C)C(C)(C)C)C1=CC=C(C=C1)C1=CC=C(C=C1)P(OC1=C(C=C(C=C1)C(C)(C)C)C(C)(C)C)OC1=C(C=C(C=C1)C(C)(C)C)C(C)(C)C